OC1(CCN(CC1)C1=C2C=CC=NC2=C(C=C1)C1=C(C=CC(=C1)C)S(=O)(=O)N)C1=CC=CC=C1 (5-(4-hydroxy-4-phenylpiperidin-1-yl)quinolin-8-yl)-4-methylbenzenesulfonamide